CCCCCCCCC(CCCCCCCC)OC(C(CCC(=O)N1CCC(CC1)N(C)C)(C(=O)OC(CCCCCCCC)CCCCCCCC)CC)=O 5-[4-(dimethylamino)hexahydropyridin-1-yl]-2-ethyl-2-[(heptadec-9-yloxy)carbonyl]-5-oxopentanoic acid heptadec-9-yl ester